C[C@H](CCCCCC)C1=NOC(=N1)CC(C(=O)OC(C)(C)C)=C tert-butyl (R)-2-((3-(octan-2-yl)-1,2,4-oxadiazol-5-yl)methyl)acrylate